ICCCN1CCN(CC1)CCCSC1=C2CNC(C2=CC=C1)=O 4-((3-(4-(3-iodopropyl)piperazin-1-yl)propyl)thio)-1-oxoisoindolin